6-methoxy-6-oxo-hexanoic acid COC(CCCCC(=O)O)=O